3-((4-((4-cyanophenyl)amino)-6,7-dimethoxyquinazolin-2-yl)thio)propanoic acid methyl ester COC(CCSC1=NC2=CC(=C(C=C2C(=N1)NC1=CC=C(C=C1)C#N)OC)OC)=O